2-(3-chloro-5-fluoro-phenyl)-N-[(1S)-1-methyl-2-oxo-2-[[(1S)-4,4,4-trifluoro-1-(thiazole-2-carbonyl)butyl]amino]ethyl]oxazole-5-carboxamide ClC=1C=C(C=C(C1)F)C=1OC(=CN1)C(=O)N[C@H](C(N[C@@H](CCC(F)(F)F)C(=O)C=1SC=CN1)=O)C